S1NC=CC1 2,5-dihydroisothiazol